6-methyl-2H-benzo[e][1,2]thiazine 1,1-dioxide CC=1C=CC2=C(C=CNS2(=O)=O)C1